C(=O)C1=C(C=CC(=N1)CCCCN1CCC(CC1)NC(OC(C)(C)C)=O)O Tert-butyl (1-(4-(6-formyl-5-hydroxypyridin-2-yl)butyl)piperidin-4-yl)carbamate